CN([C@@H]1CC[C@@H](CC1)C1=NOC[C@H](O1)CN1CCCCC1)C |o1:2,5,12| rac-rel-cis-(1S,4S)-N,N-dimethyl-4-(5-(piperidin-1-ylmethyl)-5,6-dihydro-1,4,2-dioxazin-3-yl)cyclohexan-1-amine